BrC=1C=C2C(=CC(N(C2=CC1F)CC1CC(C1)(F)F)=O)N[C@H](C(CO)(F)F)C1CC1 6-bromo-4-[[(1S)-1-cyclopropyl-2,2-difluoro-3-hydroxy-propyl]amino]-1-[(3,3-difluorocyclobutyl)methyl]-7-fluoro-quinolin-2-one